3-phenyl-3,4-dihydro-2h-benzo[e][1,2,4]thiadiazine-7-sulfonamide-1,1-dioxide C1(=CC=CC=C1)C1NS(C2=C(N1)C=CC(=C2)S(=O)(=O)N)(=O)=O